FC1=C2C(C=C(NC2=CC(=C1)F)C=1C=C(C#N)C=CC1SC)=O 3-(5,7-difluoro-4-oxo-1,4-dihydroquinolin-2-yl)-4-(methylthio)benzonitrile